FC1(CN(CC1)CC)F 2-(3,3-difluoropyrrolidin-1-yl)ethan